COC(C1=CC(=C(C(=C1)F)[N+](=O)[O-])OCCO[Si](C)(C)C(C)(C)C)=O 3-[2-[tert-butyl-(dimethyl)silyl]oxyethoxy]-5-fluoro-4-nitro-benzoic acid methyl ester